tert-butyl 3-[3-cyano-4-[(E)-dimethylaminomethyleneamino]phenyl]piperidine-1-carboxylate C(#N)C=1C=C(C=CC1/N=C/N(C)C)C1CN(CCC1)C(=O)OC(C)(C)C